C1N(CC12CCOCC2)C2CCC(CC2)NC2=C1C=C(N(C1=CC=C2)CC(F)(F)F)C#CCNC2=C(C=C(C=C2)C(C#N)(C)C)OC 2-(4-((3-(4-(((1S,4S)-4-(7-oxa-2-azaspiro[3.5]nonan-2-yl)cyclohexyl)amino)-1-(2,2,2-trifluoroethyl)-1H-indol-2-yl)prop-2-yn-1-yl)amino)-3-methoxyphenyl)-2-methylpropanenitrile